FC1=C(C(=O)NC=2N(N=C3C=CC(=CC23)CO)C2=CC=CC=C2)C=C(C(=C1)C(F)(F)F)C1=NC=CC=N1 2-fluoro-N-[5-(hydroxymethyl)-2-phenyl-2H-indazol-3-yl]-5-pyrimidin-2-yl-4-(trifluoromethyl)benzamide